1-(3-chlorophenyl)-3-((4r,5s,7r,8r,9s,10r)-8,10-dihydroxy-7-(hydroxymethyl)-9-(4-(3,4,5-trifluorophenyl)-1H-1,2,3-triazol-1-yl)-1,6-dioxaspiro[4.5]dec-4-yl)urea ClC=1C=C(C=CC1)NC(=O)N[C@@H]1CCO[C@]12O[C@@H]([C@@H]([C@@H]([C@H]2O)N2N=NC(=C2)C2=CC(=C(C(=C2)F)F)F)O)CO